2-(2-methoxyethanesulfinyl)-4-(1-methyl-1H-pyrazol-5-yl)-6-{2H,3H,4H-pyrido[3,2-b][1,4]oxazin-7-yl}thieno[2,3-b]pyridin-3-amine COCCS(=O)C1=C(C=2C(=NC(=CC2C2=CC=NN2C)C2=CC=3OCCNC3N=C2)S1)N